NC1=CC=NC(=N1)S 6-amino-2-mercapto-pyrimidine